C(N)(=O)C1=CC(=C(C2=CN(N=C12)C)N1CCC(CC1)N(C(OC(C)(C)C)=O)C1CC1)F tert-butyl N-[1-(7-carbamoyl-5-fluoro-2-methyl-indazol-4-yl)-4-piperidyl]-N-cyclopropyl-carbamate